(S)-2-((((9H-fluoren-9-yl)methoxy)carbonyl)amino)-3-(4-(1-methyl-1H-1,2,3-triazol-4-yl)phenyl)propanoic acid C1=CC=CC=2C3=CC=CC=C3C(C12)COC(=O)N[C@H](C(=O)O)CC1=CC=C(C=C1)C=1N=NN(C1)C